(R)-4-(1-(4-((tetrahydro-2H-thiopyran-4-yl)oxy)phenyl)pyrrolidin-2-yl)thiazol S1CCC(CC1)OC1=CC=C(C=C1)N1[C@H](CCC1)C=1N=CSC1